C(C)(C)C1=C(C=CC=C1)N1/C(/SCC1=O)=N/N=C/C1=CC2=C(C(=NS2)C(=NC2=CC=C(C=C2)OC(F)(F)F)N)C=C1 6-[(E)-[(Z)-[3-(2-isopropylphenyl)-4-oxothiazolidine-2-ylidene]hydrazono]methyl]-N'-[4-(trifluoromethoxy)phenyl]-1,2-benzothiazole-3-carboxamidine